N-(6-amino-5-ethyl-3-pyridyl)-2-[(2R,5S)-5-methyl-2-[3-(4-methylpiperazin-1-yl)phenyl]-1-piperidyl]-2-oxo-acetamide NC1=C(C=C(C=N1)NC(C(=O)N1[C@H](CC[C@@H](C1)C)C1=CC(=CC=C1)N1CCN(CC1)C)=O)CC